(S)-2-chloropropan-1-ol Cl[C@H](CO)C